C(#N)C1=C(SC=C1C)NC(COC=1C=CC=C2C(=NN(C12)C)C1C(NC(CC1)=O)=O)=O N-(3-cyano-4-methylthiophen-2-yl)-2-((3-(2,6-dioxopiperidin-3-yl)-1-methyl-1H-indazol-7-yl)oxy)acetamide